Methyl 5-(2,5-diacetoxy-4-(4-acetoxy-3-(methoxycarbonyl)phenylaminocarbonyl)benzamido)-2-acetoxybenzoat C(C)(=O)OC1=C(C(=O)NC=2C=CC(=C(C(=O)OC)C2)OC(C)=O)C=C(C(=C1)C(=O)NC1=CC(=C(C=C1)OC(C)=O)C(=O)OC)OC(C)=O